Cl.Cl.COCCN1CCC2(CC(C2)N[C@H]2[C@@H](C2)/C(=C/C2=CC=CC=C2)/CC)CC1 7-(2-methoxyethyl)-N-((1R,2S)-2-((E)-1-phenylbut-1-en-2-yl)cyclopropyl)-7-azaspiro[3.5]nonan-2-amine dihydrochloride